Ethyl-[(4-methylbenzyl)thio]carbamic acid C(C)N(C(O)=O)SCC1=CC=C(C=C1)C